4,4'-diaminodiphenyl disulfide C1=CC(=CC=C1N)SSC2=CC=C(C=C2)N